bis-(4-methoxybenzoyl)diethylgermane COC1=CC=C(C(=O)[Ge](CC)(CC)C(C2=CC=C(C=C2)OC)=O)C=C1